cerium (IV) bis(salicylidene)ethylenediamine C(C=1C(O)=CC=CC1)=NCCN=CC=1C(O)=CC=CC1.[Ce+4]